(1S,2R)-1-(2-methoxy-5-methylphenyl)-2-(6-methoxy-2-methylpyridin-3-yl)-N-(2-methylquinoline-5-sulfonyl)cyclopropane-1-carboxamide COC1=C(C=C(C=C1)C)[C@]1([C@H](C1)C=1C(=NC(=CC1)OC)C)C(=O)NS(=O)(=O)C=1C=2C=CC(=NC2C=CC1)C